C1(CC1)C1=C(C=O)C=CC(=C1)B1OC(C(O1)(C)C)(C)C 2-cyclopropyl-4-(4,4,5,5-tetramethyl-1,3,2-dioxaborolan-2-yl)benzaldehyde